5-[2-(ethylsulfanyl)propyl]-1,3-cyclohexanedione C(C)SC(CC1CC(CC(C1)=O)=O)C